4-(dimethylamino)-N-[(1s,4s)-4-(2-{[4-(4-methylpiperazin-1-yl)phenyl]amino}-7-oxo-5-[2-(triisopropylsilyl)ethynyl]pyrido[2,3-d]pyrimidin-8-yl)cyclohexyl]butanamide CN(CCCC(=O)NC1CCC(CC1)N1C(C=C(C2=C1N=C(N=C2)NC2=CC=C(C=C2)N2CCN(CC2)C)C#C[Si](C(C)C)(C(C)C)C(C)C)=O)C